NC1=C(C(=NN1C(C)C)C=1N=CC(=NC1)CC(=O)OC(C)(C)C)C#N tert-Butyl 2-[5-(5-amino-4-cyano-1-isopropyl-pyrazol-3-yl)pyrazin-2-yl]acetate